C[C@H](CCCC(C)C(=O)O)[C@H]1CC[C@@H]2[C@@]1(CC[C@H]3[C@H]2[C@@H](C=C4[C@@]3(CC[C@@H](C4)O)C)O)C 3β,7α-dihydroxy-5-cholestenoic acid